C1=CC=CC=2C=CC=3NC=4C=C(C=CC4OC3C21)\C(\C)=N\NS(=O)(=O)C2=CC=C(C=C2)C (E)-N'-(1-(7H-benzo[c]phenoxazin-9-yl)ethylidene)-4-methylbenzenesulfonohydrazide